C(#C)C1=CC=C(C=C1)[C@@H](C)N1CCC1 1-[(1R)-1-(4-ethynylphenyl)ethyl]azetidine